3-(benzamidomethyl)-4-oxo-3,4-dihydroimidazo[5,1-d][1,2,3,5]tetrazine-8-carboxamide C(C1=CC=CC=C1)(=O)NCN1N=NC=2N(C1=O)C=NC2C(=O)N